(2-(ethylamino)-4,5-difluorophenyl)pyridazine-4-carboxamide C(C)NC1=C(C=C(C(=C1)F)F)C=1N=NC=CC1C(=O)N